ClC1=C(C=C(C(=O)N2CC=3C(=NN4C3C(N(CC4C(=O)NC)C(C)C4=CC=C(C=C4)OC(F)F)=O)C[C@H]2C)C=C1)C#N (3R)-2-(4-Chloro-3-cyanobenzoyl)-9-(1-(4-(difluoromethoxy)phenyl)ethyl)-N,3-dimethyl-10-oxo-1,2,3,4,7,8,9,10-octahydropyrido[4',3':3,4]pyrazolo[1,5-a]pyrazine-7-carboxamide